C12C(C3CC(CC(C1)C3)C2)CC(=O)NCCCCC#CC2=CC(=CC=C2)CN2C(=C(C3=C2N=CN(C3=N)C3CCC(CC3)O)C3=CC=CC=C3)C3=CC=CC=C3 2-((1R,3S,5r,7r)-adamantan-2-yl)-N-(6-(3-((3-((1r,4r)-4-hydroxycyclohexyl)-4-imino-5,6-diphenyl-3,4-dihydro-7H-pyrrolo[2,3-d]pyrimidin-7-yl)methyl)phenyl)hex-5-yn-1-yl)acetamide